[2,3-difluoro-4-[4-(4-propylcyclohexyl)cyclohex-1-enyl]phenyl]-boronic acid FC1=C(C=CC(=C1F)C1=CCC(CC1)C1CCC(CC1)CCC)B(O)O